4,5,6,7-Tetrachloro-3-(4-(diethylamino)-2-ethoxyphenyl)-3-(1-pentyl-2-methyl-1H-indol-3-yl)-1(3H)-isobenzofuranone ClC1=C2C(OC(C2=C(C(=C1Cl)Cl)Cl)=O)(C1=C(N(C2=CC=CC=C12)CCCCC)C)C1=C(C=C(C=C1)N(CC)CC)OCC